CC1(CC(CC1=O)N(C(OC(C)(C)C)=O)C)C tert-butyl (3,3-dimethyl-4-oxocyclopentyl)(methyl)carbamate